6H-thieno[2,3-e]indazole maleate C(\C=C/C(=O)O)(=O)O.S1C=CC=2C1=C1C=NNC1=CC2